3-((3-(4-(2-(((tetrahydro-2H-pyran-3-yl)methyl)sulfonyl)phenoxy)-3-(trifluoromethyl)phenyl)-1,2,4-oxadiazol-5-yl)methyl)imidazolidine O1CC(CCC1)CS(=O)(=O)C1=C(OC2=C(C=C(C=C2)C2=NOC(=N2)CN2CNCC2)C(F)(F)F)C=CC=C1